FC=1C=C(C=CC1)C#CC(C(C)C)=O 1-(3-fluorophenyl)-4-methylpent-1-yn-3-one